tert-Butyl (2R,5S)-4-(7-chloro-1-methyl-2,3-dioxo-2,3-dihydropyrido[2,3-b]pyrazin-4(1H)-yl)-2,5-dimethylpiperidine-1-carboxylate ClC1=CC2=C(N(C(C(N2C)=O)=O)C2C[C@H](N(C[C@@H]2C)C(=O)OC(C)(C)C)C)N=C1